NN1C(N(N=CC1=O)C1=CC(=C(C(=C1)Cl)OC=1C=NC(=C(C1)C1CCC12CC(C2)(F)F)O)Cl)=O amino-2-(3,5-dichloro-4-((5-(6,6-difluorospiro[3.3]heptan-1-yl)-6-hydroxypyridin-3-yl)oxy)phenyl)-1,2,4-triazine-3,5(2H,4H)-dione